C(C1=CC=CC=C1)ON(C(OC(C)(C)C)=O)CCCCC#N tert-butyl N-(benzyloxy)-N-(4-cyanobutyl)carbamate